Ethyl 1-(1-(6-chloro-4-methoxypyridin-3-yl)ethyl)-1H-pyrazole-4-carboxylate ClC1=CC(=C(C=N1)C(C)N1N=CC(=C1)C(=O)OCC)OC